OCC1(C(C=2C(C(C3(C(C2C1O)(O)C)CC3)(O)C)=C(C)C)O)C 2'-(hydroxymethyl)-2',4',6'-trimethyl-7'-(propan-2-ylidene)-1',2',3',4',6',7'-hexahydrospiro[cyclopropane-1,5'-indene]-1',3',4',6'-tetrol